Sodium hydrosulfite S(=O)([O-])S(=O)[O-].[Na+].[Na+]